2-cyano-6-vinylpyridine C(#N)C1=NC(=CC=C1)C=C